5-Isopentyl-1-isopropyl-3,3,5,7-tetramethyloctahydrobenzo[c]isoxazol C(CC(C)C)C1(CC2C(N(OC2(C)C)C(C)C)C(C1)C)C